N-[1-(5-methylsulfonyl-2-pyrimidin-2-yl-1,2,4-triazol-3-yl)ethyl]-3,5-bis(trifluoromethyl)benzamide CS(=O)(=O)C=1N=C(N(N1)C1=NC=CC=N1)C(C)NC(C1=CC(=CC(=C1)C(F)(F)F)C(F)(F)F)=O